1-[4-[(4-[2-azaspiro[3.3]heptan-2-yl]-5-(trifluoromethyl)pyrimidin-2-yl)amino]phenyl]piperidine C1N(CC12CCC2)C2=NC(=NC=C2C(F)(F)F)NC2=CC=C(C=C2)N2CCCCC2